N-(4-methyl-3-(8-(methylamino)-1,2-dihydroimidazo[1,2-a][1,6]naphthyridin-4-yl)phenyl)-4-(trifluoromethyl)picolinamide CC1=C(C=C(C=C1)NC(C1=NC=CC(=C1)C(F)(F)F)=O)C=1C=2N(C3=CC(=NC=C3C1)NC)CCN2